N-[(4E)-3-methyl-2,3-dihydro-1-benzopyran-4-ylidene]hydroxylamine CC/1COC2=C(\C1=N\O)C=CC=C2